CC1=C(OC2=C(C=C(C=C2C1=O)C)[C@@H](C)OC=1C(=NC=CC1)C1=NOC(N1)=O)C1=CC=CC=C1 3-[3-[(1R)-1-(3,6-Dimethyl-4-oxo-2-phenyl-chromen-8-yl)ethoxy]-2-pyridyl]-4H-1,2,4-oxadiazol-5-one